heptatrien-5,7-diol C=CC=CC(=CCO)O